pentylamine HCl salt Cl.C(CCCC)N